C(C(C)C)(=O)OC1=C(C=NC=2C=NC=CC2)C=C(C=C1OC(C(C)C)=O)Cl N-(2,3-bis(isobutyryloxy)-5-chlorobenzylidene)pyridin-3-amine